methyl 2-(((R)-2-(3-bromo-5-chlorophenyl)-2-((R)-1,1-dimethylethylsulfinamido)-ethyl)amino)-3-methoxypropanoate BrC=1C=C(C=C(C1)Cl)[C@H](CNC(C(=O)OC)COC)N[S@](=O)C(C)(C)C